CC1(C(C1(C)C)C(=O)OCC1=C(C(=C(C(=C1Br)F)C)F)Br)C 2,6-dibromo-3,5-difluoro-4-methylbenzyl 2,2,3,3-tetramethylcyclopropanecarboxylate